2-(2-methoxypropan-2-yl)pyrrolidine COC(C)(C)C1NCCC1